3-Ethyl-2-(2-methylpyridin-4-yl)-5-(piperidin-4-ylmethoxy)-1H-indol C(C)C1=C(NC2=CC=C(C=C12)OCC1CCNCC1)C1=CC(=NC=C1)C